NC(COC=1C(=CC(=NC1)C)C1=CC=2N(C=C1)N=C(C2)C2(CC2)C(=O)N)(C(F)(F)F)C [5-[5-(2-amino-3,3,3-trifluoro-2-methyl-propoxy)-2-methyl-4-pyridyl]pyrazolo[1,5-a]pyridin-2-yl]cyclopropanecarboxamide